O.ClC1=C(C=C(C=C1)C(=O)C=O)F 4-chloro-3-fluorophenylglyoxal monohydrate